[N+](=O)([O-])C1=CC=C(C=C1)N1CCC2(CNC2)CC1 7-(4-Nitrophenyl)-2,7-diazaspiro[3.5]nonane